C1(CC1)CN(C1CCC(CC1)N(C1=CC(N(C=2C=CC(=NC12)C#N)C)=O)C)C1=CC(=CC=C1)OC 8-((4-((cyclopropylmethyl)(3-methoxyphenyl)amino)cyclohexyl)(methyl)amino)-5-methyl-6-oxo-5,6-dihydro-1,5-naphthyridine-2-carbonitrile